3-bromo-5-fluoro-1-(methylthio)benzene BrC=1C=C(C=C(C1)F)SC